5,5,8,8-tetramethyl-2,3,5,6,7,8-hexahydro-1H-cyclopenta[b]naphthalen-1-one CC1(C=2C=C3C(=CC2C(CC1)(C)C)C(CC3)=O)C